C(C)(C)(C)OC(=O)N1[C@@H](C[C@](C1)(CO)O)C(=O)OCC1=CC=CC=C1 (2S,4S)-4-hydroxy-4-hydroxymethyl-pyrrolidine-1,2-dicarboxylic acid 2-benzyl ester 1-tert-butyl ester